5-amino-1-(8-azabicyclo[3.2.1]octan-3-yl)-3-(7-((5-fluoro-2-methoxybenzamido)methyl)-1H-indol-4-yl)-1H-pyrazole-4-carboxamide NC1=C(C(=NN1C1CC2CCC(C1)N2)C2=C1C=CNC1=C(C=C2)CNC(C2=C(C=CC(=C2)F)OC)=O)C(=O)N